C(C)(C)(C)OC(CC(CC[C@@H](C)O[C@@H]1O[C@H]([C@@H](C[C@H]1O)O)C)O)=O (6R)-6-(((2R,3R,5R,6s)-3,5-dihydroxy-6-methyltetrahydro-2H-pyran-2-yl)oxy)-3-hydroxyheptanoic acid tert-butyl ester